COP(=O)(OC)OCN1C(=[N+](C=C1C)[O-])C=1C=C(C(=CC1)OC)C1=C(C=CC=C1C)C (((dimethoxyphosphoryl)oxy)methyl)-2-(6-methoxy-2',6'-dimethyl-[1,1'-biphenyl]-3-yl)-5-methyl-1H-imidazole 3-oxide